1-cyclobutyl-3-(2,6-difluoro-3,5-dimethoxyphenyl)-2-oxo-1,2,3,4-tetrahydropyridine C1(CCC1)N1C(C(CC=C1)C1=C(C(=CC(=C1F)OC)OC)F)=O